C1=C2N(C=CO1)C=CC=C2 pyrido[1,2-d][1,4]oxazine